BrC1=C(C=CC=C1C)C=1OCCN1 2-(2-bromo-3-methylphenyl)-4,5-dihydrooxazole